BrC1=CC2=C(N(C([C@H](CS2)NC(OC(C)(C)C)=O)=O)CC2=CC=C(C=C2)Cl)C=C1C=1OC(=NN1)C(C)(C)C tert-butyl N-[(3R)-8-bromo-7-(5-tert-butyl-1,3,4-oxadiazol-2-yl)-5-[(4-chlorophenyl)methyl]-4-oxo-2,3-dihydro-1,5-benzothiazepin-3-yl]carbamate